[WH2+2] tungsten(IV) dihydride